(S)-2-((((9H-fluoren-9-yl)methoxy)carbonyl)amino)-3-(3-(benzamidomethyl)phenyl)propanoic acid C1=CC=CC=2C3=CC=CC=C3C(C12)COC(=O)N[C@H](C(=O)O)CC1=CC(=CC=C1)CNC(C1=CC=CC=C1)=O